9-(2-Chlorophenyl)-3-cyclopropyl-13-(morpholine-4-carbonyl)-16-thia-2,4,5,8-tetraazatetracyclo[8.6.0.02,6.011,15]hexadeca-1(10),3,5,11(15)-tetraene ClC1=C(C=CC=C1)C1NCC2=NN=C(N2C=2SC=3CC(CC3C12)C(=O)N1CCOCC1)C1CC1